C1(CCCCC1)CN(C=1C2=C(N=CN1)NC(=C2)C2=CC=C(C=C2)CO)C (4-(4-((Cyclohexylmethyl)(methyl)amino)-7H-pyrrolo[2,3-d]pyrimidin-6-yl)phenyl)methanol